3,7-diethyl-1,1-difluorononane-4,6-dione C(C)C(CC(F)F)C(CC(C(CC)CC)=O)=O